3,4,5-trifluoro-1H-pyrrole-2-carboxylate FC1=C(NC(=C1F)F)C(=O)[O-]